C(C)OC(=O)C1=C(N=C(N1OCC1=CC=NC=C1)C1=CC(=CC=C1)C#N)C 2-(3-cyanophenyl)-4-methyl-1-(pyridin-4-ylmethoxy)-1H-imidazole-5-carboxylic acid ethyl ester